ethyl 4-(((1S,3S)-3-hydroxycyclopentyl)amino)-1H-pyrrolo[2,3-b]pyridine-5-carboxylate O[C@@H]1C[C@H](CC1)NC1=C2C(=NC=C1C(=O)OCC)NC=C2